NC1=NC=C(C(=N1)C1=CC=C(C=C1)NC1=NC(=NC=C1)NCC1=CC=C(C=C1)Cl)C N4-(4-(2-amino-5-methylpyrimidin-4-yl)phenyl)-N2-(4-chlorobenzyl)pyrimidine-2,4-diamine